Octahydroindol-7-yl 4-methylbenzenesulfonate CC1=CC=C(C=C1)S(=O)(=O)OC1CCCC2CCNC12